sodium 5-[2-chloro-4-(trifluoromethyl)-phenoxy]-2-nitrobenzoate ClC1=C(OC=2C=CC(=C(C(=O)[O-])C2)[N+](=O)[O-])C=CC(=C1)C(F)(F)F.[Na+]